BrC=1C2=C(C(N(C1)CC1=C(C=C(C=C1F)C=1C3=CN(N=C3C=CC1)C)F)=O)C=CS2 7-Bromo-5-(2,6-difluoro-4-(2-methyl-2H-indazol-4-yl)benzyl)thieno[3,2-c]pyridin-4(5H)-one